tert-butyl 8-(methoxyimino)-3-azabicyclo[3.2.1]octane-3-carboxylate CON=C1C2CN(CC1CC2)C(=O)OC(C)(C)C